N[C@H](C(=O)NC1=C(C2=C(OCC(CC2)OCC2=CC=CC=C2)S1)C(C1=C(C=CC=C1F)F)=O)C (2S)-2-amino-N-[3-benzyloxy-6-(2,6-difluorobenzoyl)-2,3,4,5-tetrahydro-thieno[2,3-b]oxepin-7-yl]propanamide